C1(CC1)NC(C(C(C[C@H]1C(NCC1)=O)NC([C@H](CC(C)(C)C)NC(=O)[C@H]1[C@@H](C1)C1=CC=CC=C1)=O)=O)=O (1r,2r)-N-((2S)-1-((4-(cyclopropylamino)-3,4-dioxo-1-((S)-2-oxopyrrolidin-3-yl)butan-2-yl)amino)-4,4-dimethyl-1-oxopent-2-yl)-2-phenylcyclopropane-1-carboxamide